COC=1C(=CC2=C(N=C(N=C2N[C@H](C)C2=C(C(=CC=C2)C(F)(F)F)C)C)N1)C1CCN(CC1)C (R)-7-methoxy-2-methyl-N-(1-(2-methyl-3-(trifluoromethyl)phenyl)ethyl)-6-(1-methylpiperidin-4-yl)pyrido[2,3-d]pyrimidin-4-amine